O1C(=NN=C1)C=1C=C(C=CC1)C1=C(C(=NC(=C1C#N)N1CCCCC1)N)C#N 4-(3-(1,3,4-Oxadiazol-2-yl)phenyl)-2-amino-6-(piperidin-1-yl)pyridine-3,5-dinitrile